4-Chloroisobenzofuran-1(3H)-one ClC1=C2COC(C2=CC=C1)=O